N1(C=NC=C1)CC(P(=O)(O)O)(O)P(O)(O)=O (2-imidazol-1-yl-1-oxidanyl-1-phosphono-ethyl)phosphonic acid